ClC=1C(=C(C=NC1)N1C[C@H]([C@]2(C=3C=CC(=NC3C(NC2)=O)C=2C(=NC=CC2)OCC)CC1)CC)C(F)(F)F |r| rac-(3S,4S)-1-(5-chloro-4-(trifluoromethyl)pyridin-3-yl)-2'-(2-ethoxypyridin-3-yl)-3-ethyl-6',7'-dihydro-8'H-spiro[piperidine-4,5'-[1,7]naphthyridin]-8'-one